3-[4-(4-Fluorophenoxy)phenyl]azetidine FC1=CC=C(OC2=CC=C(C=C2)C2CNC2)C=C1